C1(CCCC1)COC1=C(C=C(C=C1OC)[C@H]1C2=CC3=C(OCO3)C=C2CC2=C1C(OC2)=O)OC (5S)-5-(4-Cyclopentylmethoxy-3,5-dimethoxy-phenyl)-5,9-dihydro-8H-furo[3',4':6,7]naphtho[2,3-d][1,3]dioxol-6-one